ClCC(=O)NC1=C(C=CC(=C1)C)COCC1=CC(=CC=C1)F 2-chloro-N-(2-(((3-fluorobenzyl)oxy)methyl)-5-methylphenyl)acetamide